3-(4-(1-aminocyclopropyl)quinolin-2-yl)-N,N-dimethyl-1H-pyrazole-5-carboxamide NC1(CC1)C1=CC(=NC2=CC=CC=C12)C1=NNC(=C1)C(=O)N(C)C